C1(CCCC1)N1C(C2=CC=C(C=C2C(=C1C(=O)O)C1=CC=CC=C1)F)=O 2-Cyclopentyl-6-fluoro-1-oxo-4-phenyl-1,2-dihydroisoquinoline-3-carboxylic Acid